C(C)(C)(C)OC(NC=1SC=CN1)=O tert-butylthiazole-2-ylcarbamate